N-((R)-1-(2-((R*)-1-(((S)-tert-butylsulfinyl)amino)-4,4,4-trifluoro-3,3-dimethylbutyl)-1-((2-(trimethylsilyl)ethoxy)methyl)-1H-benzo[d]imidazol-6-yl)ethyl)-4,4,4-trifluorobutanamide C(C)(C)(C)[S@](=O)N[C@H](CC(C(F)(F)F)(C)C)C1=NC2=C(N1COCC[Si](C)(C)C)C=C(C=C2)[C@@H](C)NC(CCC(F)(F)F)=O |o1:7|